3-(3-iodo-4-methoxyphenyl)furan-2-carboxylic acid IC=1C=C(C=CC1OC)C1=C(OC=C1)C(=O)O